3,4-DIETHYL-HEXANE hydroxyquinoline-3-carboxylate OC1=NC2=CC=CC=C2C=C1C(=O)O.C(C)C(CC)C(CC)CC